N-((S)-(7-((S)-Cyclopropyl(2-(3,3-difluorocyclobutyl)acetamido)methyl)imidazo[1,2-a]pyrimidin-2-yl)(4,4-difluorocyclohexyl)methyl)-1-(cyclopropylmethyl)-1H-1,2,4-triazole-5-carboxamide C1(CC1)[C@@H](C1=NC=2N(C=C1)C=C(N2)[C@@H](NC(=O)C2=NC=NN2CC2CC2)C2CCC(CC2)(F)F)NC(CC2CC(C2)(F)F)=O